potassium furancarboxylate O1C(=CC=C1)C(=O)[O-].[K+]